N1=CC(=CC=C1)C=1N(C=CN1)C(=O)N pyridin-3-yl-1H-imidazole-1-carboxamide